(S)-8,9-difluoro-5-methyl-1-(methylamino)-1,5-dihydro-2H-pyrano[3,4-c]isoquinolin-6(4H)-one FC=1C(=CC=2C3=C(N(C(C2C1)=O)C)COC[C@H]3NC)F